C1(CC1)C=1C(=NC(=NC1)NC=1C(=NN(C1)CCCN1CCOCC1)C)NCCCN1CCOCCC1=O 4-(3-((5-Cyclopropyl-2-((3-methyl-1-(3-morpholinopropyl)-1H-pyrazol-4-yl)amino)pyrimidin-4-yl)amino)propyl)-1,4-oxazepan-5-on